N-(4-((3-(ethoxymethyl)-3-phenethylazetidin-1-yl)methyl)phenyl)acetamide C(C)OCC1(CN(C1)CC1=CC=C(C=C1)NC(C)=O)CCC1=CC=CC=C1